ClB([C@@H]1[C@@H]([C@@H]2C([C@H](C1)C2)(C)C)C)[C@@H]2[C@H]([C@@H]1C([C@H](C2)C1)(C)C)C chloro((1R,2R,3S,5R)-2,6,6-trimethylbicyclo[3.1.1]Hept-3-yl)((1R,2S,3S,5R)-2,6,6-trimethylbicyclo[3.1.1]Hept-3-yl)borane